CC1(C(OC1)C1=CC=C(C=C1)OC)C 3,3-dimethyl-2-(4-methoxy-phenyl)-oxetane